N4-(3-((tert-Butylsulfonyl)methyl)phenyl)-5-methyl-N2-(4-(1-methylpiperidin-4-yl)phenyl)pyridine-2,4-diamine C(C)(C)(C)S(=O)(=O)CC=1C=C(C=CC1)NC1=CC(=NC=C1C)NC1=CC=C(C=C1)C1CCN(CC1)C